prop-1-ene-1,1,2,3,3-pentacarbonitrile C(=C(C(C#N)C#N)C#N)(C#N)C#N